tert-butyl (S)-(1-(2-chloro-5-(4-hydroxybut-1-yn-1-yl)pyridin-4-yl)piperidin-3-yl)carbamate ClC1=NC=C(C(=C1)N1C[C@H](CCC1)NC(OC(C)(C)C)=O)C#CCCO